(11e)-phenylalanine N[C@@H](CC1=CC=CC=C1)C(=O)O